(1S)-1-[3-(5-Chloro-2-methoxyphenyl)-1,2,4-oxadiazol-5-yl]-6-azaspiro[2.5]octan-6-sulfonamid ClC=1C=CC(=C(C1)C1=NOC(=N1)[C@H]1CC12CCN(CC2)S(=O)(=O)N)OC